C12N(CC(CC1)CC2)CCNC(=O)C=2C=CC(=C(C2)NC(=O)C=2C=C1C(=NC2)NC(=C1)C=1C=NN(C1)C)F N-(5-((2-(2-azabicyclo[2.2.2]octan-2-yl)ethyl)carbamoyl)-2-fluorophenyl)-2-(1-methyl-1H-pyrazol-4-yl)-1H-pyrrolo[2,3-b]pyridine-5-carboxamide